COC1=C(C(C=O)=CC(=C1OC)OC)[2H] 3,4,5-trimethoxybenzaldehyde-d